3-(3,4-Dihydroxyphenyl)-2-oxopropanoic acid OC=1C=C(C=CC1O)CC(C(=O)O)=O